C(C)(=O)N1CC[C@@H]2N(C([C@H](C1)NC(=O)C1=CC3=C(S1)C=CC(=C3)C(C)(F)P(O)(O)=O)=O)[C@@H](CC2)C(N(C2=CC=CC=C2)C)=O (1-(2-(((5S,8S,10aR)-3-acetyl-8-(methyl(phenyl)carbamoyl)-6-oxodecahydro-pyrrolo[1,2-a][1,5]diazocin-5-yl)carbamoyl)benzo[b]thiophen-5-yl)-1-fluoro-ethyl)phosphonic acid